(2r,3r)-3-amino-4-(pyrrolidin-1-yl)butan-2-ol N[C@@H]([C@@H](C)O)CN1CCCC1